8-(2-methoxyphenyl)-1,4-dioxaspiro[4.5]dec-7-ene COC1=C(C=CC=C1)C1=CCC2(OCCO2)CC1